(2R,8aR)-2-(2,3-dichloro-6-hydroxyphenyl)-7-[(3-hydroxyazetidin-1-yl)methyl]-hexahydro-1H-indolizin-5-one ClC1=C(C(=CC=C1Cl)O)[C@H]1C[C@H]2CC(CC(N2C1)=O)CN1CC(C1)O